N1=C(C=C2N1CCCCC2)C(=O)OCC Ethyl 5,6,7,8-tetrahydro-4H-pyrazolo[1,5-a]azepine-2-carboxylate